The molecule is a phosphatidylcholine O-36:0 in which the alkyl and acyl groups specified at positions 1 and 2 are hexadecyl and eicosanoyl respectively. It is a phosphatidylcholine O-36:0 and a 2-acyl-1-alkyl-sn-glycero-3-phosphocholine. It derives from an icosanoic acid. CCCCCCCCCCCCCCCCCCCC(=O)O[C@H](COCCCCCCCCCCCCCCCC)COP(=O)([O-])OCC[N+](C)(C)C